tert-butyl 4-((((1r,4r)-4-(((benzyloxy)carbonyl)amino)cyclohexyl)methyl)amino)piperidine-1-carboxylate C(C1=CC=CC=C1)OC(=O)NC1CCC(CC1)CNC1CCN(CC1)C(=O)OC(C)(C)C